OC1=CC=CC(=N1)[C@@H]1[C@@H](N(CCC1)C(=O)OC)CO[C@@H]1CC[C@@H](CC1)C1=CC=CC=C1 methyl (CIS)-3-(6-hydroxypyridin-2-yl)-2-((((CIS)-4-phenylcyclohexyl)oxy)methyl)piperidine-1-carboxylate